(1S,2R)-1-((2R,3R,4S,6R)-4-acetoxy-3-(2-acetoxyacetamido)-6-hydroxy-6-(methoxycarbonyl)tetrahydro-2H-pyran-2-yl)propane-1,2,3-triyl triacetate C(C)(=O)O[C@H]([C@@H](COC(C)=O)OC(C)=O)[C@@H]1O[C@](C[C@@H]([C@H]1NC(COC(C)=O)=O)OC(C)=O)(C(=O)OC)O